(4-amino-1-methylimidazo[1,5-a]pyrido[3,4-e]pyrazin-8-yl)((4aS,9bS)-8-fluoro-7-(trifluoromethyl)-3,4,4a,9b-tetrahydrobenzofuro[3,2-b]pyridin-1(2H)-yl)methanone NC=1C=2N(C3=C(N1)C=NC(=C3)C(=O)N3[C@@H]1[C@H](CCC3)OC3=C1C=C(C(=C3)C(F)(F)F)F)C(=NC2)C